NC1=NN2C(C=C(C=C2)C=2C=C(C=NC2C)C(=O)NCC2=C(C=CC=C2)OCC2CCCC2)=N1 5-{2-amino-[1,2,4]triazolo[1,5-a]pyridin-7-yl}-N-{[2-(cyclopentylmethoxy)phenyl]methyl}-6-methylpyridine-3-carboxamide